(S)-N'-((2-(difluoromethyl)-3-methyl-6,7-dihydro-5H-cyclopenta[b]pyridin-4-yl)carbamoyl)-2-(2-hydroxypropan-2-yl)thiazole-5-sulfonimidamide FC(C1=C(C(=C2C(=N1)CCC2)NC(=O)N=[S@@](=O)(N)C2=CN=C(S2)C(C)(C)O)C)F